N6-[2,5-difluoro-3-(trifluoromethyl)phenyl]-5-fluoro-1H-pyrazolo[3,4-b]pyridine-3,6-diamine FC1=C(C=C(C=C1C(F)(F)F)F)NC1=C(C=C2C(=N1)NN=C2N)F